2-hydroxy-1-(pyrrolidin-1-yl)ethanone OCC(=O)N1CCCC1